2-(2-(tosyloxy)ethoxy)acetic acid S(=O)(=O)(C1=CC=C(C)C=C1)OCCOCC(=O)O